CC(=CCC1=C2C(=CC=C1)C(=CN2)C[C@@H](C(=O)O)N)C The molecule is an L-tryptophan derivative that is the 7-(3,3-dimethylallyl) derivative of L-tryptophan. It is a L-tryptophan derivative and a non-proteinogenic L-alpha-amino acid. It is a tautomer of a 7-(3-methylbut-2-enyl)-L-tryptophan zwitterion.